C(N1N=C(C(=C1)NC=O)O[C@H]1[C@@H](OCC1)C)([2H])([2H])[2H] N-(1-(methyl-d3)-3-(((2s,3r)-2-methyltetrahydrofuran-3-yl)oxy)-1H-pyrazol-4-yl)carboxamide